salicylic acid potassium [K].C(C=1C(O)=CC=CC1)(=O)O